4-(2,6-Dimethoxyphenyl)-5-(6-methoxypyridin-2-yl)-N-((pyrazin-2-ylmethyl)sulfonyl)-4H-1,2,4-triazole-3-carboxamide COC1=C(C(=CC=C1)OC)N1C(=NN=C1C1=NC(=CC=C1)OC)C(=O)NS(=O)(=O)CC1=NC=CN=C1